BrC=1C=NC2=CC=C(C=C2C1)C=1N=NNC1C1=NC(=CC=C1)C 3-bromo-6-(5-(6-methylpyridin-2-yl)-1H-1,2,3-triazol-4-yl)quinoline